4-[5-(aminomethyl)pyrimidin-2-yl]-3-(2-methyl-5-morpholin-4-ylpyrazole-3-carbonyl)benzonitrile NCC=1C=NC(=NC1)C1=C(C=C(C#N)C=C1)C(=O)C=1N(N=C(C1)N1CCOCC1)C